tert-butyl (S)-2-((4-(3-acetamidophenyl)thiazol-2-yl)(methyl)carbamoyl)pyrrolidine-1-carboxylate C(C)(=O)NC=1C=C(C=CC1)C=1N=C(SC1)N(C(=O)[C@H]1N(CCC1)C(=O)OC(C)(C)C)C